biotinamidohexanoyl-6-amino-hexanoic acid C(CCCC[C@@H]1SC[C@@H]2NC(=O)N[C@H]12)(=O)NCCCCCC(=O)C(C(=O)O)CCCCN